IC=1N(C2=CC=CC(=C2C1)NC(CCO)CCO)CC(F)(F)F 3-((2-iodo-1-(2,2,2-trifluoroethyl)-1H-indol-4-yl)amino)pentane-1,5-diol